trifluoro-2-methylpropan-2-yl (S)-4-(7-(3-cyanophenyl)-5-(1-methyl-1H-pyrazol-4-yl)-7H-pyrrolo[2,3-d]pyrimidin-4-yl)-3-methylpiperazine-1-carboxylate C(#N)C=1C=C(C=CC1)N1C=C(C2=C1N=CN=C2N2[C@H](CN(CC2)C(=O)OC(C(F)(F)F)(C)C)C)C=2C=NN(C2)C